tert-butyl (3-(1-(5-chloro-4-fluoro-2-(methylsulfonyl)-8,9-dihydro-10H-7-oxa-1,3,6,10-tetraazacyclohepta[de]naphthalen-10-yl)ethyl)pyridin-2-yl)carbamate ClC1=C(C=2N=C(N=C3C2C(=N1)OCCN3C(C)C=3C(=NC=CC3)NC(OC(C)(C)C)=O)S(=O)(=O)C)F